2-(3-bromo-6-chloropyridin-2-yl)-2-methylpropan-1-ol BrC=1C(=NC(=CC1)Cl)C(CO)(C)C